(3R)-2,3,4,9-tetrahydro-1H-carbazol-3-amine C1C[C@H](CC=2C3=CC=CC=C3NC12)N